(+/-)-N-(4-{[3-(4-cyano-2-methoxyphenyl)-1-{[2-(trimethylsilyl)ethoxy]methyl}-1H-pyrrolo[2,3-b]pyridin-4-yl]oxy}-3,5-difluorophenyl)-N'-[1-(oxetan-3-yl)ethyl]urea C(#N)C1=CC(=C(C=C1)C1=CN(C2=NC=CC(=C21)OC2=C(C=C(C=C2F)NC(=O)N[C@H](C)C2COC2)F)COCC[Si](C)(C)C)OC |r|